C(C)OC(C1=CN=C(C(=C1NCC1=C(C=C(C=C1)OC)OC)F)C1=CC=CC2=CC=CC(=C12)Cl)=O ethyl-6-(8-chloronaphthalen-1-yl)-4-((2,4-dimethoxybenzyl) amino)-5-fluoronicotinate